N-(2-cyclopropyl-3-(2,4-difluorophenyl)-2-methylpropyl)-5-oxo-4,5-dihydro-1,2,4-oxadiazole-3-carboxamide C1(CC1)C(CNC(=O)C1=NOC(N1)=O)(CC1=C(C=C(C=C1)F)F)C